C(CCCCCCCCCCC)(=O)OCCCCCN1[C@@H](CC(C1)O)C(=O)OCCCCCCCOC(C(CCCCCCCC)CCCCCCCC)=O 7-(2-octyldecanoyloxy)heptyl (2S)-1-(5-dodecanoyloxypentyl)-4-hydroxy-pyrrolidine-2-carboxylate